(S)-2-((4-(6-((1-cyclopropylmethyl-1H-indazol-6-yl)methoxy)pyridin-2-yl)piperidine-1-yl)methyl)-1-(oxetan-2-ylmethyl)-1H-benzo[d]imidazole-6-carboxylate C1(CC1)CN1N=CC2=CC=C(C=C12)COC1=CC=CC(=N1)C1CCN(CC1)CC1=NC2=C(N1C[C@H]1OCC1)C=C(C=C2)C(=O)[O-]